(R)-1-(4-(7-(3-amino-2,5-difluoro-6-(trifluoromethyl)phenyl)-5,6,7,8-tetrahydroquinazolin-4-yl)piperazin-1-yl)prop-2-en-1-one NC=1C(=C(C(=C(C1)F)C(F)(F)F)[C@@H]1CCC=2C(=NC=NC2C1)N1CCN(CC1)C(C=C)=O)F